NC1=NC2=C(C=3N1N=C(N3)C3=NC=CC=C3)C(=C(N2CCN2CCN(CC2)C2=CC=C(OCC(=O)OC)C=C2)C(N)=O)Cl methyl 2-(4-(4-(2-(5-amino-8-carbamoyl-9-chloro-2-(pyridin-2-yl)-7H-pyrrolo[3,2-e][1,2,4]triazolo[1,5-c]pyrimidin-7-yl)ethyl)piperazin-1-yl)phenoxy)acetate